N-hydroxybenzamid C1=CC=C(C=C1)C(=O)NO